CN1N=NN=C1C 1,5-dimethyltetrazole